OC1=C(OC2=CC=C(C=C2C1=O)C)C1=CC=CC=C1 3-hydroxy-6-methylflavone